C1(=CC=CC=C1)C1=NN(N=C1)C=1C=C(C(=CC1)C=CC=1C(=CC(=CC1)N1N=CC(=N1)C1=CC=CC=C1)S(=O)(=O)[O-])S(=O)(=O)[O-].[Na+].[Na+] disodium 4,4'-bis-(4-phenyl-2,1,3-triazol-2-yl)-stilbene-2,2'-disulfonate